C(C)(=O)C1=NN(C2=C(N=C(C=C21)C=2C=NC(=NC2)C)C)CC(=O)N2[C@@H]([C@@H]1C[C@@H]1C2)C(=O)NCC2=C(C(=CC=C2)Cl)F (1R,2S,5S)-3-(2-(3-acetyl-7-methyl-5-(2-methylpyrimidin-5-yl)-1H-pyrazolo[3,4-c]pyridin-1-yl)acetyl)-N-(3-chloro-2-fluorobenzyl)-3-azabicyclo[3.1.0]hexane-2-carboxamide